FC1=C(C(=C(C=C1OC)OC)F)N1C(N(C2=C(C1)C=NC1=C2C=CN1COCC[Si](C)(C)C)CC=1C=C(C#N)C=CC1)=O 3-[(3-(2,6-difluoro-3,5-dimethoxyphenyl)-2-oxo-7-{[2-(trimethylsilyl)ethoxy]methyl}-2,3,4,7-tetrahydro-1H-pyrrolo[3',2':5,6]pyrido[4,3-d]pyrimidin-1-yl)methyl]benzonitrile